(1S,3R,5R)-1-((S)-1-(4H-1,2,4-triazol-4-yl)ethyl)-N-(2-fluoro-5-(5-fluoropyrimidin-2-yl)-4-(trifluoromethyl)phenyl)-3-methyl-6-azabicyclo[3.1.1]heptane-6-carboxamide N=1N=CN(C1)[C@@H](C)[C@@]12C[C@@H](C[C@@H](N1C(=O)NC1=C(C=C(C(=C1)C1=NC=C(C=N1)F)C(F)(F)F)F)C2)C